The molecule is an N-acylglycinate that is the conjugate base of N-tetracosanoylglycine, obtained by deprotonation of the carboxy group; major species at pH 7.3. It is a conjugate base of a N-tetracosanoylglycine. CCCCCCCCCCCCCCCCCCCCCCCC(=O)NCC(=O)[O-]